ClC1=C(C=CC=C1)CC(=O)NC1=CC(=C(C=C1)C=1OC=C(N1)C)S(N)(=O)=O 2-(2-chlorophenyl)-N-[4-(4-methyl-1,3-oxazol-2-yl)-3-sulfamoylphenyl]Acetamide